C(C)OC([C@@H]([C@H](\C=C\C1=CC=C(C=C1)Br)O)O)=O (2R,3S,E)-5-(4-bromophenyl)-2,3-dihydroxypent-4-enoic acid ethyl ester